N-(cyclopropylmethyl)-9H-pyrimido[4,5-b]Indole-6-carboxamide C1(CC1)CNC(=O)C=1C=C2C3=C(NC2=CC1)N=CN=C3